3-bromo-N-[3-(2,3-dioxo-2,3,7,8,9,10-hexahydro-1H-benzo[f]quinoxalin-4-yl)phenyl]benzenesulfonamide 4-nitrophenyl-((1R,2S)-2-phenylcyclopropyl)carbamate [N+](=O)([O-])C1=CC=C(C=C1)N(C(O)=O)[C@H]1[C@@H](C1)C1=CC=CC=C1.BrC=1C=C(C=CC1)S(=O)(=O)NC1=CC(=CC=C1)N1C(C(NC=2C3=C(C=CC12)CCCC3)=O)=O